ClC1=CC=CC(=N1)N1C=C2C(=C1)CN(C2)C(C2=CC=CC=C2)(C2=CC=CC=C2)C2=CC=CC=C2 5-(6-chloropyridin-2-yl)-2-trityl-1,2,3,5-tetrahydropyrrolo[3,4-c]pyrrole